ClC1=CC2=C(S1)C1(CC(NC(C1)C)C#C)OCC2O 2-chloro-2'-ethynyl-6'-methyl-spiro[4,5-dihydrothieno[2,3-c]pyran-7,4'-piperidine]-4-ol